OC1=CC=C(C=C1)C1(CCC(CC1)C(C)(C)C)C1=CC=C(C=C1)O 1,1-Bis(4-hydroxyphenyl)-4-tert-butylcyclohexane